(2S,4S)-N-((S)-1-(2-Chlorophenyl)-2-((3,3-difluorocyclobutyl)amino)-2-oxoethyl)-1-(4-cyano-pyridin-2-yl)-N-(3,5-difluorophenyl)-4-hydroxy-5-oxopyrrolidine-2-carboxamide ClC1=C(C=CC=C1)[C@@H](C(=O)NC1CC(C1)(F)F)N(C(=O)[C@H]1N(C([C@H](C1)O)=O)C1=NC=CC(=C1)C#N)C1=CC(=CC(=C1)F)F